(sulfanediyldibenzene-4,1-diyl)bis(diphenylsulfonium) bis-(hexafluoroantimonate) F[Sb-](F)(F)(F)(F)F.F[Sb-](F)(F)(F)(F)F.S(C1=CC=C(C=C1)[S+](C1=CC=CC=C1)C1=CC=CC=C1)C1=CC=C(C=C1)[S+](C1=CC=CC=C1)C1=CC=CC=C1